3-[1-(2-Trimethylsilylethoxymethyl)imidazol-4-yl]phenol C[Si](CCOCN1C=NC(=C1)C=1C=C(C=CC1)O)(C)C